(R)-2-CYCLOPROPYL-N,N-BIS(4-METHOXYBENZYL)PENT-4-ENE-1-SULFONAMIDE C1(CC1)[C@H](CS(=O)(=O)N(CC1=CC=C(C=C1)OC)CC1=CC=C(C=C1)OC)CC=C